Cl.O(C1=CC=CC=C1)[C@H]1CN(CC1)C1(CCOCC1)C(=O)NC1(CC1)C1=CC=C(C(=O)O)C=C1 4-[1-[[4-((3R)-3-Phenoxypyrrolidin-1-yl)tetrahydropyran-4-carbonyl]amino]cyclopropyl]benzoic acid, hydrochloride